C1(=CC=CC2=CC=CC=C12)C1=C(C=CC=C1)C1=C2C(=C(C(=C(C2=C(C=2C(=C(C(=C(C12)[2H])[2H])[2H])[2H])[2H])[2H])[2H])[2H])C1=CC=CC=2C=CC=3C=C4C=CC=CC4=CC3C21 (naphthylphenyl)(benzoanthracenyl)anthracene-d8